CC1C(=NNC(C1)=O)C(=O)OC(C)(C)C tert-butyl 4-methyl-6-oxo-1,4,5,6-tetrahydropyridazine-3-carboxylate